NC1=NC2=C(C=CC=C2C(=N1)C(=O)N[C@@H](CO)C1=CC=CC=C1)OC 2-amino-N-[(1R)-2-hydroxy-1-phenyl-ethyl]-8-methoxy-quinazoline-4-carboxamide